2-[(3R)-3-[(6-chloro-5-methylpyridazin-3-yl)amino]piperidin-1-yl]-1-(3-hydroxyazetidin-1-yl)ethanone ClC1=C(C=C(N=N1)N[C@H]1CN(CCC1)CC(=O)N1CC(C1)O)C